C(CCC)N1C(=[N+](C=C1)C)C 1-butyl-2,3-dimethyl-imidazolium